N1CC(NC2=CC=CC=C12)=O quinoxaline-3(1H)-one